(5-(azidomethyl)thiazol-2-yl)(phenyl)methanone N(=[N+]=[N-])CC1=CN=C(S1)C(=O)C1=CC=CC=C1